tert-butyl 8-(6-chloro-2-(pyridin-4-yl) pyrido[3,4-d]pyrimidin-4-yl)-2,8-diazaspiro[4.5]decane-2-carboxylate ClC1=CC2=C(N=C(N=C2N2CCC3(CCN(C3)C(=O)OC(C)(C)C)CC2)C2=CC=NC=C2)C=N1